(1S,3S,4S)-2-((3-chlorophenyl)-L-leucyl)-N-((S)-1-cyano-2-((R)-2-oxopiperidin-3-yl)ethyl)-5,5-difluoro-2-azabicyclo[2.2.2]octane-3-carboxamide ClC=1C=C(C=CC1)N[C@@H](CC(C)C)C(=O)N1[C@@H]2CC([C@H]([C@H]1C(=O)N[C@@H](C[C@@H]1C(NCCC1)=O)C#N)CC2)(F)F